4-(4-amino-(4-phenoxyphenyl)-1H-pyrazolo[3,4-d]pyrimidin-1-yl)piperidine NC1=C2C(=NC=N1)N(N=C2C2=CC=C(C=C2)OC2=CC=CC=C2)C2CCNCC2